6-chloro-3-(2-hydroxy-2-methylpropyl)-8-(1-((2-(trimethylsilyl)ethoxy)methyl)-1H-pyrazol-4-yl)pyrido[3,4-d]pyrimidin-4(3H)-one ClC1=CC2=C(N=CN(C2=O)CC(C)(C)O)C(=N1)C=1C=NN(C1)COCC[Si](C)(C)C